4-(2-(2-azidoethyl)piperidin-1-yl)-7-chloro-2-(ethylthio)-8-fluoro-5-((trimethylsilyl)ethynyl)pyrido[4,3-d]pyrimidine N(=[N+]=[N-])CCC1N(CCCC1)C=1C2=C(N=C(N1)SCC)C(=C(N=C2C#C[Si](C)(C)C)Cl)F